N=1C=NN2C1C=C(C=C2)OC2=C(C=C(C=C2)NC2=NC=NC1=CC=3OC[C@H]4N(C3N=C12)CC4)C (S)-N-(4-([1,2,4]triazolo[1,5-a]pyridin-7-yloxy)-3-methylphenyl)-1,2,2a,3-tetrahydroazeto[1,2-d]pyrimido[4',5':5,6]pyrido[3,2-b][1,4]oxazin-9-amine